[Cl-].C(=O)(O)C=1C=C(C=C(C1)C(=O)O)CCN1C=[N+](C=C1)C N-2-(3,5-dicarboxyphenyl)ethyl-N'-methylimidazolium chloride